CC(CC1=CC=CC=C1)(C)C(C(=O)O)CC.C(CCC)(=O)OC(C1=CC=CC=C1)(C)C dimethylbenzyl butyrate (2-methyl-1-phenylpropan-2-yl butyrate)